FC1(CN(CC1)C1CCC(CC1)NC(=O)C1=CC2=C(N(N=C2C)CC(C)(C)C)S1)F N-((1r,4r)-4-(3,3-difluoropyrrolidin-1-yl)cyclohexyl)-3-methyl-1-neopentyl-1H-thieno[2,3-c]pyrazole-5-carboxamide